(E)-3-(3,4-Diethoxyphenyl)-1-(4-ethoxy-2-hydroxyphenyl)prop-2-en-1-one C(C)OC=1C=C(C=CC1OCC)/C=C/C(=O)C1=C(C=C(C=C1)OCC)O